C(C(=O)O)(C(=O)O)O The molecule is a dicarboxylic acid that is malonic acid substituted by a hydroxy group at position 2. It has a role as a plant metabolite. It derives from a malonic acid. It is a conjugate acid of a hydroxymalonate(1-) and a hydroxymalonate.